dimethylene-bis(6-alpha-methyl-benzyl-p-cresol) CC(C1=CC=CC=C1)C=1C=C(C=C(C1O)CCC1=CC(=CC(=C1O)C(C1=CC=CC=C1)C)C)C